ClC=1C=C(C=C2C(NC(S2)=O)=O)C=CC1OCCC1=CC=CC=C1 5-(3-chloro-4-phenethoxybenzylidene)thiazolidine-2,4-dione